F[C@H]1CN(CC[C@H]1NC=1C=2N(C=CC1)C(=C(N2)C#CCNC2=C(C=C(C=C2)S(=O)(=O)C)OC)C=C)C(=O)NC (3S,4R)-3-fluoro-4-((2-(3-((2-methoxy-4-(methylsulfonyl)phenyl)amino)prop-1-yn-1-yl)-3-vinylimidazo[1,2-a]pyridin-8-yl)amino)-N-methylpiperidine-1-carboxamide